bromobenzo[d][1,3]dioxol-2,2-d2 BrC1=CC=CC=2OC(OC21)([2H])[2H]